pyrrolo[2,3-c]furan N1=CC=C2C1=COC2